BrC1=CN(C=2C1=NC=C(C2)C=2C(=NOC2C)C)C2=C(C=C(C(=O)OCC)C=C2OCC)OCC Ethyl 4-(3-bromo-6-(3,5-dimethylisoxazol-4-yl)-1H-pyrrolo[3,2-b]pyridin-1-yl)-3,5-diethoxybenzoate